3,4,8,9,10,11-hexahydro-[1,4]oxazepino[3,2-f]isoquinolin-2(1H)-one N1C(CCOC=2C1=C1CCNCC1=CC2)=O